6-({4-methyl-1-[6-(trifluoromethyl)pyridin-3-yl]-1H-1,2,3-triazol-5-yl}methoxy)-1,2,3,4-tetrahydro-2,7-naphthyridine-2-carboxylic acid tert-butyl ester C(C)(C)(C)OC(=O)N1CC2=CN=C(C=C2CC1)OCC1=C(N=NN1C=1C=NC(=CC1)C(F)(F)F)C